4,6-bis(1H-1,2,4-triazol-1-yl)pyrimidin-2-amine N1(N=CN=C1)C1=NC(=NC(=C1)N1N=CN=C1)N